2-((3-(2,6-Dioxopiperidin-3-yl)-1-methyl-1H-indazol-7-yl)oxy)-N-(1-methyl-pyrrolidin-3-yl)acetamide O=C1NC(CCC1C1=NN(C2=C(C=CC=C12)OCC(=O)NC1CN(CC1)C)C)=O